(S)-N-methyl-3-(1-naphthoxy)-3-(2-thienyl)-1-propanamine hydrochloride Cl.CNCC[C@@H](C=1SC=CC1)OC1=CC=CC2=CC=CC=C12